FC=1C=C(C(=O)O)C=C(C1)C1=C(C=NN1C)COC 3-fluoro-5-(4-(methoxymethyl)-1-methyl-1H-pyrazol-5-yl)benzoic acid